2-bromo-4-(trifluoromethyl)nicotinic acid BrC1=C(C(=O)O)C(=CC=N1)C(F)(F)F